C(C)(=O)OC=1C(=NC=CC1OC)C(N[C@H](C(=O)N[C@H](C(C1=CC=C(C=C1)F)C1=CC=C(C=C1)F)C)C)=O 2-(((S)-1-(((S)-1,1-bis(4-fluorophenyl)propan-2-yl)amino)-1-oxopropan-2-yl)carbamoyl)-4-methoxypyridin-3-yl acetate